NC(C(=O)O)(CCCCB(O)O)C1CC(C1)(C1=CC=C(C=C1)Cl)N 2-amino-2-(3-amino-3-(4-chlorophenyl)cyclobutyl)-6-boronohexanoic acid